1H-pyrrolo[2,3-c]pyridine-1-carboxylic acid tert-butyl ester C(C)(C)(C)OC(=O)N1C=CC=2C1=CN=CC2